CC1=NNC(=C1C1=CC(=NC=2N1N=CC2)N2CC1CCC(C2)O1)C 3-(7-(3,5-dimethyl-1H-pyrazol-4-yl)pyrazolo[1,5-a]pyrimidin-5-yl)-8-oxa-3-azabicyclo[3.2.1]octane